3,4,5-trihydroxy-N-phenylbenzamide OC=1C=C(C(=O)NC2=CC=CC=C2)C=C(C1O)O